FC(C(=O)O)(F)F.N[C@H](C(=O)N)CC1=CC=C(C=C1)I (S)-2-amino-3-(4-iodophenyl)propionamide trifluoroacetate